C(C)(C)(C)NS(=O)(=O)C=1C=CC(=NC1)NC([C@H](CC1=CC=CC=C1)NC(OC(C)(C)C)=O)=O (S)-tert-butyl 1-(5-(N-tert-butylsulfamoyl) pyridin-2-ylamino)-1-oxo-3-phenylpropan-2-ylcarbamate